N-(7-(4,4-difluoropiperidin-1-yl)-2,3-dihydrofuro[2,3-c]pyridin-5-yl)-2-fluoro-4-((2-hydroxyethyl)sulfonamido)-6-(spiro[2.5]oct-5-en-6-yl)benzamide FC1(CCN(CC1)C=1N=C(C=C2C1OCC2)NC(C2=C(C=C(C=C2C2=CCC1(CC1)CC2)NS(=O)(=O)CCO)F)=O)F